aluminum trisn-propoxide [O-]CCC.[O-]CCC.[O-]CCC.[Al+3]